ClC=1N=NC(=C2C1N=CC=C2)N[C@@H]2CN(CC2)C(=O)OC(C)(C)C tert-butyl (S)-3-((8-chloropyrido[2,3-d]pyridazin-5-yl)amino)pyrrolidine-1-carboxylate